C(CC)P(=O)(O)CC(C(=O)O)CCC(=O)O 2-[[propylhydroxyphosphinyl]methyl]pentanedioic acid